3-(9-((4-(aminomethyl)-2-((cyclopropylmethyl)carbamoyl)phenyl)carbamoyl)-4,5-dihydrobenzo[b]thieno[2,3-d]oxepin-8-yl)-6-(propylcarbamoyl)picolinic acid NCC1=CC(=C(C=C1)NC(=O)C1=CC2=C(OCCC3=C2SC=C3)C=C1C=1C(=NC(=CC1)C(NCCC)=O)C(=O)O)C(NCC1CC1)=O